N-(4-(4-(2-(4,4-Difluoropiperidin-1-yl)-6-methylpyrimidin-4-yl)-1H-pyrazol-1-yl)-3-(4-fluoropiperidin-1-yl)phenyl)-2-hydroxyethane-1-sulfonamide FC1(CCN(CC1)C1=NC(=CC(=N1)C=1C=NN(C1)C1=C(C=C(C=C1)NS(=O)(=O)CCO)N1CCC(CC1)F)C)F